6-((1H-imidazol-4-yl)methoxy)-2-(3-(3,3-difluoro-1-((4-methyl-4H-1,2,4-triazol-3-yl)methyl)cyclobutyl)phenyl)-4-(trifluoromethyl)isoindolin-1-one N1C=NC(=C1)COC1=CC(=C2CN(C(C2=C1)=O)C1=CC(=CC=C1)C1(CC(C1)(F)F)CC1=NN=CN1C)C(F)(F)F